NC1=C(C(=O)NC(C)C)C=C(C=N1)C1=C(C=C(C=C1)NC([C@H](O)C1=CC=CC=2CCOC21)=O)C (R)-2-amino-5-(4-(2-(2,3-dihydrobenzofuran-7-yl)-2-hydroxyacetamido)-2-methylphenyl)-N-isopropylnicotinamide